NC1=C(C=C(C=C1)C1=CC=C(C=C1)F)[N+](=O)[O-] 4'-amino-4-fluoro-3'-nitro-[1,1'-biphenyl]